[NH4+].FC(C(=O)O)(OC(C(OC(C(F)(F)F)(F)F)(C(F)(F)F)F)(F)F)C(F)(F)F perfluoro-2,5-dimethyl-3,6-dioxacaprylic acid ammonium